(S)-1-(4,4-dimethyltetrahydrofuran-3-yl)-2-((3-((5-ethoxy-1,3,4-thiadiazol-2-yl)methoxy)-4',5-difluoro-2-methyl-[1,1'-biphenyl]-4-yl)methyl)-1H-benzo[d]imidazole-6-carboxylic acid CC1([C@@H](COC1)N1C(=NC2=C1C=C(C=C2)C(=O)O)CC2=C(C(=C(C=C2F)C2=CC=C(C=C2)F)C)OCC=2SC(=NN2)OCC)C